6-((diphenylmethylene)amino)naphthalen-2-ol C1(=CC=CC=C1)C(C1=CC=CC=C1)=NC=1C=C2C=CC(=CC2=CC1)O